C(#N)C=1C=C(C(=NC1OCC1=CC2=C(OC(O2)(F)F)C=C1)C(F)F)C(=O)N1CCC(CC1)C(C)(C)NS(=O)(=O)C N-[1-[1-[5-cyano-6-[(2,2-difluoro-1,3-benzodioxol-5-yl)methoxy]-2-(difluoromethyl)pyridine-3-carbonyl]-4-piperidyl]-1-methyl-ethyl]methanesulfonamide